N[C@H]1[C@@H]2N(C[C@H]1CC2)C(=O)C2=CC1=C(N(C(=N1)C=1N(C3=C(C=CC=C3C1)C1CC(C1)C(=O)N1CCCC1)CC1CC1)C)C(=C2)OC (3-(2-(5-((1R,4R,7R)-7-Amino-2-azabicyclo[2.2.1]heptan-2-carbonyl)-7-methoxy-1-methyl-1H-benzo[d]imidazol-2-yl)-1-(cyclopropylmethyl)-1H-indol-7-yl)cyclobutyl)(pyrrolidin-1-yl)methanon